FC(S(=O)(=O)NC(C(NS(=O)(=O)C(F)(F)F)C1=CC(=CC=C1)OC)C1=CC(=CC=C1)OC)(F)F N,N'-bis(trifluoromethanesulfonyl)-1,2-bis(3-methoxyphenyl)ethylenediamine